1-cyclopropyl-5-(diethoxymethyl)-1H-pyrazole-4-carboxylic acid ethyl ester C(C)OC(=O)C=1C=NN(C1C(OCC)OCC)C1CC1